FC(CN1C(=NC=2C1=NC(=CC2)C2=CNC=1N=C(N=CC12)NC1CC(C1)(O)C)C)F (1s,3s)-3-((5-(3-(2,2-difluoroethyl)-2-methyl-3H-imidazo[4,5-b]pyridin-5-yl)-7H-pyrrolo[2,3-d]pyrimidin-2-yl)amino)-1-methylcyclobutan-1-ol